C[C@H](CCC(=C)C(C)C)[C@H]1CC[C@@H]2[C@@]1(C[C@H]([C@]34[C@@]2(CC(=O)[C@@H]5[C@]3(C4)C(=O)C[C@@H]([C@@]5(C)C(=O)O)O)O)O)C The molecule is a steroid acid that is 9beta,19-cyclo-5alpha-ergost-24(28)-ene-4alpha-carboxylic acid which is substituted by hydroxy groups at the 3beta, 8alpha, and 11alpha positions, by a methyl group at the 4beta position, and by oxo groups at positions 1 and 6. It is a cholesterol and ergosterol synthesis inhibitor isolated from the fungus Sporormiella minima that specifically targets the enzyme, sterol-4-alpha-carboxylate-3-dehydrogenase, encoded by ERG26 in budding yeast, and NSDHL in humans. It has a role as an EC 1.1.1.170 [3beta-hydroxysteroid-4alpha-carboxylate 3-dehydrogenase (decarboxylating)] inhibitor, a fungal metabolite, an antifungal agent and an ergosterol biosynthesis inhibitor. It is a 3beta-hydroxy steroid, a 6-oxo steroid, an 11alpha-hydroxy steroid, a member of cyclopropanes, a steroid acid and an 8-hydroxy steroid.